ClC=1C(=CC(=NC1)N[C@H](CO)C1CC1)N1C(C2=C(C=C1)N(N=C2)C(C)(C)C2=CC=CC=C2)=O (S)-5-(5-chloro-2-((1-cyclopropyl-2-hydroxyethyl)amino)pyridin-4-yl)-1-(2-phenylpropan-2-yl)-1,5-dihydro-4H-pyrazolo[4,3-c]pyridin-4-one